butyl-4-hydroxy-5-ethyl-pyrazol C(CCC)C1=NNC(=C1O)CC